4-{4-[(5-methanesulfonylpyridin-3-yl)methyl]pyridin-2-yl}-2-methylbenzamide CS(=O)(=O)C=1C=C(C=NC1)CC1=CC(=NC=C1)C1=CC(=C(C(=O)N)C=C1)C